Cl.FC(C1CC(C1)N)(F)F 3-(trifluoromethyl)cyclobutane-1-amine hydrochloride